C(CCCCC(=O)O)(=O)O.C(C1=CC=C(C(=O)O)C=C1)(=O)O (terephthalic acid) adipate